(2R,3R)-4-((3,3-diphenylpropyl)amino)-2,3-dihydroxy-4-oxobutanoic acid C1(=CC=CC=C1)C(CCNC([C@@H]([C@H](C(=O)O)O)O)=O)C1=CC=CC=C1